1-(4-chlorophenyl)-3-phenyl-2,3-epoxy-1-propanone ClC1=CC=C(C=C1)C(C1C(O1)C1=CC=CC=C1)=O